C1CCC2=C(C=CC=C12)C1=C(C=C2C(=N1)C(=NN2)C=2C=NN(C2)C)OCC 5-(2,3-dihydro-1H-inden-4-yl)-6-ethoxy-3-(1-methyl-1H-pyrazol-4-yl)-1H-pyrazolo[4,3-b]pyridine